NC1=NN(C2=NC(=CC=C21)C=2COCC2)C(=O)C2=C(C(=CC=C2)F)OC [3-amino-6-(2,5-dihydrofuran-3-yl)pyrazolo[3,4-b]pyridin-1-yl]-(3-fluoro-2-methoxyphenyl)methanone